IC1=CN=C2N(C1=O)C=C(C=C2C(F)(F)F)C(C)NC2(CCC2)C 3-iodo-7-[1-[(1-methylcyclobutyl)amino]ethyl]-9-(trifluoromethyl)pyrido[1,2-a]pyrimidin-4-one